3-((1-(1-ethylcyclohexane-1-carbonyl)-4-hydroxypiperidin-4-yl)methyl)-6-(2-fluorobenzeneYl)pyrimidin-4(3H)-one C(C)C1(CCCCC1)C(=O)N1CCC(CC1)(O)CN1C=NC(=CC1=O)C1=C(C=CC=C1)F